C1(CC1)C=1OC(=NN1)N1[C@H](C2=C(CC1)NC=N2)C2=NN1C(C(=CC=C1)F)=C2 (R)-2-cyclopropyl-5-(4-(4-fluoropyrazolo[1,5-a]pyridin-2-yl)-6,7-dihydro-1H-imidazo[4,5-c]pyridin-5(4H)-yl)-1,3,4-oxadiazole